tert-butyl (R)-((3-(2-(4-cyano-2-methoxyphenoxy)-4-methyl-5-(p-tolyl)nicotinamido)phenyl)(methyl)(oxo)-λ6-sulfaneylidene)carbamate C(#N)C1=CC(=C(OC2=C(C(=O)NC=3C=C(C=CC3)[S@](=O)(C)=NC(OC(C)(C)C)=O)C(=C(C=N2)C2=CC=C(C=C2)C)C)C=C1)OC